4-(2-acryloyl-2,6-diazaspiro[3.4]octan-6-yl)-6-(5-methyl-1H-indazol-4-yl)-2-(5-methylhexahydropyrrolo[3,4-c]pyrrol-2(1H)-yl)pyrimidine-5-carbonitrile C(C=C)(=O)N1CC2(C1)CN(CC2)C2=NC(=NC(=C2C#N)C2=C1C=NNC1=CC=C2C)N2CC1CN(CC1C2)C